C(C=C)(=O)N1[C@H](CN(CC1)C1=NC(=NC=2CC(CCC12)N1CCCC2=CC=CC(=C12)Cl)N1CC(C1)N(C)C)CC#N 2-((2S)-1-acryloyl-4-(7-(8-chloro-3,4-dihydroquinolin-1(2H)-yl)-2-(3-(dimethylamino)azetidin-1-yl)-5,6,7,8-tetrahydroquinazolin-4-yl)piperazin-2-yl)acetonitrile